(+/-)-6-{[trans-4-(4-Methoxyphenyl)-1-propylpyrrolidin-3-yl]methoxy}isoindolin-1-one Hydrochloride Cl.COC1=CC=C(C=C1)[C@H]1[C@@H](CN(C1)CCC)COC1=CC=C2CNC(C2=C1)=O |r|